COC1=CC=C(C=C1)OC(=O)N1CC2=CC(=CC=C2CC1)C(=O)N1CC2=CC=CC=C2C[C@H]1CN1CCOCC1 7-[(3S)-3-(morpholin-4-ylmethyl)-1,2,3,4-tetrahydroisoquinoline-2-carbonyl]-1,2,3,4-tetrahydroisoquinoline-2-carboxylic acid 4-methoxyphenyl ester